C(CCCCCCC\C=C/CCCCCCCC)(=O)N(C)CC(=O)O OLEOYLSARCOSINE